N-((S)-1-(((S)-1-amino-1-oxo-3-((S)-2-oxopiperidin-3-yl)propan-2-yl)amino)-3-cyclopropyl-1-oxopropan-2-yl)-6-bromo-4-methoxy-1H-indole-2-carboxamide NC([C@H](C[C@H]1C(NCCC1)=O)NC([C@H](CC1CC1)NC(=O)C=1NC2=CC(=CC(=C2C1)OC)Br)=O)=O